C1=NC=CC2=CC(=C(C=C12)[2H])C#N isoquinoline-6-carbonitrile-7-d